NC1=CC(=C(C=N1)C1CCN(CC1)C(=O)C1=NC=C(C(=C1)OC)OCC)OC (6-Amino-4-methoxy-3',4',5',6'-tetrahydro-2'H-[3,4']bipyridinyl-1'-yl)-(5-ethoxy-4-methoxy-pyridin-2-yl)-methanone